C[C@@H]1OCCN(C1)C(=O)C1CCC(CC1)C1=CC=C(C=C1)N1C[C@@H](CC1)OC=1C(=NC=2N(C1C)N=C(N2)C)C ((S)-2-methylmorpholino)((1R,4S)-4-(4-((R)-3-((2,5,7-trimethyl-[1,2,4]triazolo[1,5-a]pyrimidin-6-yl)oxy)pyrrolidin-1-yl)phenyl)cyclohexyl)methanone